tert-butyl 3-(4-(2,2,2-trifluoro-1-((4-(4-morpholino-7-((2-(trimethylsilyl)ethoxy)methyl)-7H-pyrrolo[2,3-d]pyrimidin-6-yl)phenyl)amino)ethyl)piperidin-1-yl)azetidine-1-carboxylate FC(C(NC1=CC=C(C=C1)C1=CC2=C(N=CN=C2N2CCOCC2)N1COCC[Si](C)(C)C)C1CCN(CC1)C1CN(C1)C(=O)OC(C)(C)C)(F)F